sebacic acid, bis(1-octyloxy-2,2,6,6-tetramethyl-4-piperidyl) ester C(CCCCCCCCC(=O)OC1CC(N(C(C1)(C)C)OCCCCCCCC)(C)C)(=O)OC1CC(N(C(C1)(C)C)OCCCCCCCC)(C)C